2-[(4S)-7-chloro-6-(3-fluoro-2-pyridyl)-4-methyl-8-(trifluoromethyl)-4H-[1,2,4]triazolo[1,5-a][1,4]benzodiazepin-2-yl]-5-methyl-1,3,4-oxadiazole ClC1=C(C=CC2=C1C(=N[C@H](C=1N2N=C(N1)C=1OC(=NN1)C)C)C1=NC=CC=C1F)C(F)(F)F